COC1=CC=C(C=N1)CCC(=O)O 3-(6-methoxypyridin-3-yl)propionic acid